Succinimidyl-suberyl-beta-alanyl-biotin C1(CCC(N1N(CCC(=O)C(C(O)=O)CCC[C@@H]1SC[C@@H]2NC(=O)N[C@H]12)C(CCCCCCC(=O)O)=O)=O)=O